C(C)(C)(C)OC(=O)N1CCC=C(C1)C1=C(C=2N=CN=C(C2N1C1=CC(=C(C=C1)OC1=NC=CC(=N1)C)F)N)Br 5-(4-amino-7-bromo-5-{3-fluoro-4-[(4-methylpyrimidin-2-yl)oxy]phenyl}-5H-pyrrolo[3,2-d]pyrimidin-6-yl)-1,2,3,6-tetrahydropyridine-1-carboxylic acid tert-butyl ester